N1C=C(C=2C1=CN=CC2)C=2C=C1C(=NC2)NCC12CC2 5-(1H-Pyrrolo[2,3-c]pyridin-3-yl)spiro[1,2-dihydropyrrolo[2,3-b]pyridine-3,1'-cyclopropane]